(5-isopropyl-1-(2,5-difluorobenzylimidazol-4-yl)methylene)piperazine-2,5-dione C(C)(C)C1=C(N=C(N1)CC1=C(C=CC(=C1)F)F)C=C1C(NCC(N1)=O)=O